C(CCCCCCCCC)C1=C(C(=O)Cl)C=CC=C1 decylbenzoyl chloride